3-((2-(2,6-Dimethoxypyridin-3-yl)-8-methoxy-2,3-dihydrobenzo[b][1,4]dioxin-6-yl)methyl)-6-iodo-3H-imidazo[4,5-b]pyridine COC1=NC(=CC=C1C1COC2=C(O1)C(=CC(=C2)CN2C=NC=1C2=NC=C(C1)I)OC)OC